7-bromo-N-[(4-fluoro-1H-benzimidazol-2-yl)methyl]-2-(methanesulfonyl)imidazo[2,1-f][1,2,4]triazin-4-amine BrC1=CN=C2C(=NC(=NN21)S(=O)(=O)C)NCC2=NC1=C(N2)C=CC=C1F